C(C1=CC=CC=C1)OC1=C(C(=CC=C1)CCCCCCCCCCCCCCC)C(=O)C1=C(C=CC(=C1)OC)OC [2-(benzyloxy)-6-pentadecylphenyl](2,5-dimethoxyphenyl)methanone